5-hydroxy-2-(trifluoromethyl)benzonitrile OC=1C=CC(=C(C#N)C1)C(F)(F)F